4-(((6-(3,5-dichloropyridin-4-yl)-5-oxo-5,6,8,9-tetrahydroimidazo[1,2-a]pyrimido[5,4-e]pyrimidin-2-yl)amino)-2-methylphenyl)-1-methylpiperidine-4-carbonitrile ClC=1C=NC=C(C1N1C=2N(C3=C(C1=O)C=NC(=N3)NC=3C(=C(C=CC3)C3(CCN(CC3)C)C#N)C)CCN2)Cl